4,6-dichloro-2-(4-methoxybenzyl)-2H-pyrazolo[4,3-c]Pyridine-7-carboxamide ClC1=NC(=C(C=2C1=CN(N2)CC2=CC=C(C=C2)OC)C(=O)N)Cl